C(C)C(CN1C(C2=C3C4=C5C(=C2C1=O)C=CC1=C(C=CC(C2=C(C=C(C(C=C3)=C24)C2=CC=C(C=C2)OC)C2=CC=C(C=C2)OC)=C15)C1=CC=C(C=C1)OC)=O)CCCC 2-(2-ethylhexyl)-6,8,11-tris(4-methoxyphenyl)-1H-peryleno[1,12-efg]isoindole-1,3(2H)-dione